N1(C(C=CC2=CC=C(C=C12)N)=O)N Quinolone-1,7-diamine